S(=O)(=O)(OCCN1N=NC(=C1)CN(CC=1N=NN(C1)C(C)(C)C)CC=1N=NN(C1)C(C)(C)C)O 2-[4-{(bis[(1-tert-butyl-1H-1,2,3-triazol-4-yl)methyl]amino)-methyl}-1H-1,2,3-triazol-1-yl]ethyl hydrogen sulfate